ClC1=CC(=C(C=C1)C1(OC2=C(O1)C=CC=C2C2=CC(=C(C(=C2)F)CC=2N(C1=C(N2)C=CC(=C1)C(=O)O)CCS(=O)(=O)C)F)C)F 2-[[4-[2-(4-chloro-2-fluoro-phenyl)-2-methyl-1,3-benzodioxol-4-yl]-2,6-difluorophenyl]methyl]-3-(2-methylsulfonylethyl)benzimidazole-5-carboxylic acid